COC=1C=C(\C=C/2\C(NC(C2)=O)=O)C=CC1 (E)-3-(3-methoxybenzylidene)pyrrolidine-2,5-dione